ClC1=C(C=CC=C1)C1=C(C2=C(C(N3[C@@H](CO2)CN(CC3)C(=O)OC(C)(C)C)=O)C(=N1)N1C(CC(C1)O)(C)C)F tert-butyl (6aR)-3-(2-chlorophenyl)-4-fluoro-1-(4-hydroxy-2,2-dimethylpyrrolidin-1-yl)-12-oxo-6a,7,9,10-tetrahydro-12H-pyrazino[2,1-c]pyrido[3,4-f][1,4]oxazepine-8(6H)-carboxylate